8-methyl-6-morpholinoquinoline-4-carboxylic acid CC=1C=C(C=C2C(=CC=NC12)C(=O)O)N1CCOCC1